4-((5-(4-bromophenyl)-2H-tetrazol-2-yl)methyl)pyridine BrC1=CC=C(C=C1)C=1N=NN(N1)CC1=CC=NC=C1